Cl.C(CCC)C=1C=CC(=NC1)C(=O)NNC(C1=NC=CC=C1)=O 5-butyl-N'-picolinoylpicolinohydrazide hydrogen chloride